FC=1C(=C(C=CC1F)[C@H]1[C@@H](O[C@]([C@H]1C)(C(F)(F)F)C)C(=O)OC(C)(C)C)COS(=O)(=O)C tert-butyl (2R,3S,4S,5R)-3-(3,4-difluoro-2-(((methylsulfonyl)oxy)methyl)phenyl)-4,5-dimethyl-5-(trifluoromethyl)tetrahydrofuran-2-carboxylate